C(C)N1N=CC(=C1)C1=CC=2C3=C(C=NC2C=C1OC)N(C(N3C3=C(C=NC=C3OC)F)=O)C 8-(1-Ethyl-1H-pyrazol-4-yl)-1-(3-fluoro-5-methoxypyridin-4-yl)-7-methoxy-3-methyl-1,3-dihydroimidazo[4,5-c]quinolin-2-one